(R)-4-((dimethylamino)methyl)-N'-(tricyclo[6.2.0.03,6]deca-1,3(6),7-trien-2-ylcarbamoyl)benzenesulfonimidamide CN(C)CC1=CC=C(C=C1)[S@@](=O)(N)=NC(NC1=C2CCC2=CC=2CCC12)=O